N=1C=CN2N=C(C=CC21)C=2C=CN1N=C(N=CC12)NC1CC2(CN(C2)C)C1 5-(imidazo[1,2-b]pyridazin-6-yl)-N-(2-methyl-2-azaspiro[3.3]heptan-6-yl)pyrrolo[2,1-f][1,2,4]triazin-2-amine